3-cyclopentyl-1,5-dimethylpyrazole-4-boronic acid pinacol ester C1(CCCC1)C1=NN(C(=C1B1OC(C)(C)C(C)(C)O1)C)C